4-((oxazol-4-ylmethyl)amino)cyclobut-3-ene-1,2-dione O1C=NC(=C1)CNC1=CC(C1=O)=O